(S)-quinuclidin-3-yl (7-(4-fluoro-3-(trifluoromethyl)phenyl)chroman-4-yl)carbamate FC1=C(C=C(C=C1)C1=CC=C2C(CCOC2=C1)NC(O[C@@H]1CN2CCC1CC2)=O)C(F)(F)F